ClC1=C(C=CC(=C1)F)C1=CC=NC2=C(C=CC(=C12)C1=C(C=C(C=C1)F)Cl)C[C@@H](C(=O)O)NC(C1=C(C=CC=C1F)F)=O (S)-3-(4,5-bis(2-chloro-4-fluorophenyl)quinolin-8-yl)-2-(2,6-difluorobenzoylamino)propionic acid